N[C@H](C(=O)O)CI (R)-2-amino-3-iodopropionic acid